4-(4-(4-(trifluoromethoxy)phenyl)piperazin-1-yl)pyrrolidin-2-one lithium [Li].FC(OC1=CC=C(C=C1)N1CCN(CC1)C1CC(NC1)=O)(F)F